OC=1C(OC(C1C)CCC)=O 3-hydroxy-4-methyl-5-propyl-2(5H)-furanone